C(C)(C)(C)OC(=O)NCCC1(NC2=CC(=CC=C2C1)Cl)C(=O)[O-] 2-(((tert-butoxycarbonyl) amino) ethyl)-6-chloro-1H-indole-2-carboxylate